diisopropyl-oxydiacetylacetone C(C)(C)OCC(=O)C(C(C)=O)(C(C)=O)OC(C)C